CN1C(N(CCC1)C)=O 1,3-dimethylhexahydropyrimidine-2-one